ClC1=C(N(C(C2=C(C=CC=C12)C(=O)NCC1=CC=NC=C1)=O)C1=CC=CC=C1)[C@H](C)NC=1C2=C(N=CN1)NC=CC2=O (S)-4-chloro-1-oxo-3-(1-((5-oxo-5,8-dihydropyrido[2,3-d]pyrimidin-4-yl)amino)ethyl)-2-phenyl-N-(pyridin-4-ylmethyl)-1,2-dihydroisoquinoline-8-carboxamide